(5-(1-((tert-butyldimethylsilyl)oxy)cyclopropyl)-[1,2,4]triazolo[1,5-a]pyridin-8-yl)Boric acid [Si](C)(C)(C(C)(C)C)OC1(CC1)C1=CC=C(C=2N1N=CN2)OB(O)O